C(C=C)NC(=O)NCC=C N,N'-diallyl-urea